C(#N)C1=CC=C(CCN[C@H](C(=O)NC2=NC=C(C=C2)C=2C=NN(C2)C)C2=CC(=CC=C2)C(F)(F)F)C=C1 |r| (S)- and (R)-2-((4-cyanophenEthyl)amino)-N-(5-(1-methyl-1H-pyrazol-4-yl)pyridin-2-yl)-2-(3-(trifluoro-methyl)phenyl)-acetamide